FC1C(N(CC1F)C1=CC=C(C=C1)C1=CC=C(C=C1)N(C1=CC=CC=C1)C1=CC=CC=C1)C=O 3,4-difluoro-1-(4'-(diphenylamino)-[1,1'-biphenyl]-4-yl)-2-pyrrolidinecarboxaldehyde